COC([C@H](CC(C)C)N1N=C(C(=CC1=O)C1CC1)CCN1CC(C1)OC)=O (S)-2-(4-cyclopropyl-3-(2-(3-methoxyazetidin-1-yl)ethyl)-6-oxopyridazine-1(6H)-yl)-4-methylpentanoic acid methyl ester